5-mercapto-1,2,3,4-tetrazole-1-methanesulfonic acid SC1=NN=NN1CS(=O)(=O)O